(R)-N-(1-cyanopyrrolidin-3-yl)-6-(1,3-dimethyl-1H-pyrazol-4-yl)-1H-indole-2-carboxamide C(#N)N1C[C@@H](CC1)NC(=O)C=1NC2=CC(=CC=C2C1)C=1C(=NN(C1)C)C